3,5-dihydroxy-5-methoxybenzaldehyde OC1=CC(C=O)=CC(C1)(OC)O